COCC(C)OC 1,2-Dimethoxypropane